CS1(N[Se]C2=C1C=C1C=CC=CC1=C2)=O 1-methylnaphtho[2,3-d][1,3,2]thiaselenazol-1-one